5'-((1R,2S,4S)-rel-2-amino-7-azabicyclo[2.2.1]heptane-7-carbonyl)-2'',3-difluoro-4''-(2-hydroxy-2-methylpropyl)-[1,1':2',1''-terphenyl]-4-carbonitrile N[C@@H]1[C@H]2CC[C@@H](C1)N2C(=O)C2=CC=C(C(=C2)C2=CC(=C(C=C2)C#N)F)C2=C(C=C(C=C2)CC(C)(C)O)F |o1:1,2,5|